(1S,9S,10S)-4-methoxy-17-methyl-17-azatetracyclo[7.5.3.01,10.02,7]heptadeca-2(7),3,5-triene COC1=CC=2[C@@]34[C@@H]([C@H](CC2C=C1)N(CC4)C)CCCC3